alpha-(N-acetylamino)-acetophenone C(C)(=O)NCC(=O)C1=CC=CC=C1